N-((3R,5S)-5-fluoropiperidin-3-yl)-6-(6-(1-(trifluoromethyl)cyclopropyl)imidazo[1,2-a]pyrazin-3-yl)pyridin-2-amine F[C@H]1C[C@H](CNC1)NC1=NC(=CC=C1)C1=CN=C2N1C=C(N=C2)C2(CC2)C(F)(F)F